5-Methyl-6-(1-methylbenzimidazol-4-yl)-3-[4-[rel-(3R)-4-methylmorpholin-3-yl]anilino]pyrazin-2-carboxamid CC=1N=C(C(=NC1C1=CC=CC=2N(C=NC21)C)C(=O)N)NC2=CC=C(C=C2)[C@H]2N(CCOC2)C |o1:27|